C(C1=CC=CC=C1)(=O)ON(CC)CC O-benzoyl-N,N-diethylhydroxylamine